C(C=C)[C@H]1[C@H](COC1)OC1=C(C=CC(=C1)C)S(=O)(=O)CCC(=O)OC[C@@H](CCCC)CC |o1:3,4,&1:25| (RS)-2-Ethylhexyl 3-((2-(((3R*,4R*)-4-allyltetrahydrofuran-3-yl)oxy)-4-methylphenyl)sulfonyl)propanoate